C(C)(C)C1C=CC(CC1)(C)SCCCCCCCCCCCCCCCCCC (4-isopropyl-1-methylcyclohex-2-en-1-yl)(octadecyl)sulfane